spiro[pyran-4,3'-pyrrolo[2,1-b]quinazolin]-9'-one C1=CC2(C3=NC=4C=CC=CC4C(N31)=O)C=COC=C2